1-(4-(4,6-bis(2,4-dimethylphenyl)-1,3,5-triazin-2-yl)-3-hydroxyphenoxy)-3-butoxypropan-2-yl methacrylate C(C(=C)C)(=O)OC(COC1=CC(=C(C=C1)C1=NC(=NC(=N1)C1=C(C=C(C=C1)C)C)C1=C(C=C(C=C1)C)C)O)COCCCC